C(CCC)P([O-])([O-])=O.[Fe+3].C(CCC)P([O-])([O-])=O.C(CCC)P([O-])([O-])=O.[Fe+3] iron (III) (butyl phosphonate)